C(C1=CC=CC=C1)OC1CCC(CC1)(C(=O)N[C@@H](CCC=O)C=1C=NC=C(C1)F)O (S)-4-(benzyloxy)-N-(1-(5-fluoropyridin-3-yl)-4-oxobutyl)-1-hydroxycyclohexane-1-carboxamide